2'-bromo-5'-methylspiro[cyclopropane-1,6'-thieno[2,3-c]pyrrole]-4'-one BrC1=CC2=C(C3(N(C2=O)C)CC3)S1